ClC1=NC=C(C=C1)OCC1(CCCC1)C 2-chloro-5-((1-methylcyclopentyl)methoxy)pyridine